C(C)(C)(C)OC(=O)N1C2(CC2)C[C@@H](CC1)C1=CC2=NC=C(C=C2S1)C=1C=C(C=2N(N1)C=C(N2)C)OC.C2(=CC=CC=C2)\C=C\C(\C=C\C2=CC=CC=C2)=O (1E,4E)-1,5-diphenyl-penta-1,4-dien-3-one tert-butyl-(R)-7-(6-(8-methoxy-2-methylimidazo[1,2-b]pyridazin-6-yl)thieno[3,2-b]pyridin-2-yl)-4-azaspiro[2.5]octane-4-carboxylate